[Na+].ClC1=C(OCC(=O)[O-])C=CC(=C1)Cl 2,4-Dichlorophenoxyacetic acid, sodium salt